2-(biphenyl-3-yl)-4-tert-butylpyridine C1(=CC(=CC=C1)C1=NC=CC(=C1)C(C)(C)C)C1=CC=CC=C1